C(C)(C)(C)OC(=O)N(C(OC(C)(C)C)=O)CC=1N=CN(C1)C1=CC=C(C=C1)C(N)=NO tert-butyl (tert-butoxycarbonyl)((1-(4-(N'-hydroxycarbamimidoyl)phenyl)-1H-imidazol-4-yl)methyl)carbamate